3-bromo-5-chloro-4-methyl-pyridin-2-amine BrC=1C(=NC=C(C1C)Cl)N